2-((4-(2-(4-chloro-2-fluorophenyl)-2-methylbenzo[d][1,3]dioxol-4-yl)piperidin-1-yl)methyl)-1-(((S)-tetrahydrofuran-2-yl)methyl)-1H-imidazole-5-carbaldehyde ClC1=CC(=C(C=C1)C1(OC2=C(O1)C=CC=C2C2CCN(CC2)CC=2N(C(=CN2)C=O)C[C@H]2OCCC2)C)F